1,4-Naphthoquinone C1(C=CC(C2=CC=CC=C12)=O)=O